P(OCCCCCCCCCC)(OCCCCCCCCCC)OC1=CC=CC=C1 didecyl monophenyl phosphite